C(C)OC(=O)C1=NS(C2=C1C=CC=C2F)(=O)=O 7-Fluorobenzo[D]isothiazole-3-carboxylic acid ethyl ester 1,1-dioxide